O1COC2=C1C=CC(=C2)C2=CC=CC=1N2N=CC1C(=O)N1CCCCC1 (7-(benzo[d][1,3]dioxol-5-yl)pyrazolo[1,5-a]pyridin-3-yl)(piperidin-1-yl)methanone